4-(((3R,4S)-4-((4-chloro-phenyl)sulfonyl)-3-hydroxy-3-(hydroxymethyl)pyrrolidin-1-yl)sulfonyl)-3-cyclopropoxy-benzonitrile ClC1=CC=C(C=C1)S(=O)(=O)[C@@H]1[C@@](CN(C1)S(=O)(=O)C1=C(C=C(C#N)C=C1)OC1CC1)(CO)O